2-amino-3-indolyl-butyric Acid NC(C(=O)O)C(C)C=1NC2=CC=CC=C2C1